ethyl 4-(1-(4-((5-chloro-3-fluoropyridin-2-yl) oxy)-2-fluorophenyl)-1H-pyrazol-4-yl)-3-oxobutyrate ClC=1C=C(C(=NC1)OC1=CC(=C(C=C1)N1N=CC(=C1)CC(CC(=O)OCC)=O)F)F